N-(4-(1-(1-(phenylsulfonyl)azetidin-3-yl)-1H-pyrazol-4-yl)-1H-pyrrolo[2,3-b]pyridin-6-yl)cyclopropylcarboxamide C1(=CC=CC=C1)S(=O)(=O)N1CC(C1)N1N=CC(=C1)C1=C2C(=NC(=C1)NC(=O)C1CC1)NC=C2